C(CCCCCCC)SC METHYL OCTYL SULFIDE